1-(2-bromopropyl)-2-chlorobenzene BrC(CC1=C(C=CC=C1)Cl)C